6-Methoxy-N-(1-methyl-2-oxo-1,2-dihydropyridin-3-yl)-2-(4-(pyridazin-3-yl)cyclohexyl)-2H-indazole-5-carboxamide COC=1C(=CC2=CN(N=C2C1)C1CCC(CC1)C=1N=NC=CC1)C(=O)NC=1C(N(C=CC1)C)=O